COC(=O)[C@@H]1[C@H]2C([C@H]2CN1C(=O)OCC1=CC=CC=C1)(C)C N-Cbz-(1R,2S,5S)-6,6-dimethyl-3-azabicyclo[3.1.0]hexane-2-carboxylic acid methyl ester